(2R,4R)-1-(2,3-difluoro-benzyl)-4-((3-fluoro-6-((5-methyl-1H-pyrazol-3-yl)amino)pyridin-2-yl)-methyl)-2-methylpiperidine-4-carboxylic acid FC1=C(CN2[C@@H](C[C@@](CC2)(C(=O)O)CC2=NC(=CC=C2F)NC2=NNC(=C2)C)C)C=CC=C1F